6-methoxy-1-methyl-2(1H)-quinoxalinone COC=1C=C2N=CC(N(C2=CC1)C)=O